N-ethyl-N'-dimethylaminopropyl-carbodiimide C(C)N=C=NCCCN(C)C